COCCOCCOCCOCCOCC Tetraethylene glycol ethyl methyl ether